5-((1S,6R)-5-((3-ethyl-2-oxo-1,2-dihydropyrido[2,3-b]pyrazin-7-yl)methyl)-2,5-diazabicyclo[4.2.0]octan-2-yl)-N-methylpicolinamide C(C)C=1C(NC2=C(N1)N=CC(=C2)CN2CCN([C@H]1CC[C@@H]21)C=2C=CC(=NC2)C(=O)NC)=O